C(C)(C)C1=C(C(=CC(=C1)C(C)C)C(C)C)S(=O)[O-].[Ca+2].C(C)(C)C1=C(C(=CC(=C1)C(C)C)C(C)C)S(=O)[O-] Calcium 2,4,6-triisopropylbenzenesulfinate